CC(C(=O)N1CC2(CC2C1)C#CC=1N=C(SC1)C)C 2-Methyl-1-(1-((2-methylthiazol-4-yl)ethynyl)-3-azabicyclo[3.1.0]hexan-3-yl)propan-1-on